1-(4-(3-amino-5-methoxyphenyl)-1H-pyrazol-1-yl)-2-methylpropan-2-ol NC=1C=C(C=C(C1)OC)C=1C=NN(C1)CC(C)(O)C